3-(1H-pyrazolo[3,4-b]pyridin-5-yl)-3-(5-(2-(5,6,7,8-tetrahydro-1,8-naphthyridin-2-yl)ethoxy)-1H-indazol-1-yl)propionic acid N1N=CC=2C1=NC=C(C2)C(CC(=O)O)N2N=CC1=CC(=CC=C21)OCCC2=NC=1NCCCC1C=C2